formic acid, ethylenediaminetetraacetic acid salt C(CN(CC(=O)O)CC(=O)O)N(CC(=O)O)CC(=O)O.C(=O)O